5-(tert-butoxycarbonyl)-3-(hydroxymethyl)-5,6,7,8-tetrahydro-4H-pyrazolo[1,5-a][1,4]diazepine-2-carboxylic acid C(C)(C)(C)OC(=O)N1CC=2N(CCC1)N=C(C2CO)C(=O)O